N[C@H]1[C@@H](COCC1)O (3S,4R)-4-amino-3-hydroxy-tetrahydropyran